N-(6-((5-bromo-2-((5-chloro-2-methoxy-4-(4-(4-methylpiperazin-1-yl)piperidin-1-yl)phenyl)amino)pyrimidin-4-yl)amino)benzo[d]thiazol-5-yl)-N-methylmethanesulfonamide BrC=1C(=NC(=NC1)NC1=C(C=C(C(=C1)Cl)N1CCC(CC1)N1CCN(CC1)C)OC)NC1=CC2=C(N=CS2)C=C1N(S(=O)(=O)C)C